FC(C=1C=C(C(=O)NC(C)C=2C(=NC=CN2)C2=NN(C=N2)C=2SC=C(N2)C(=O)N(C)C)C=C(C1)C(F)(F)F)(F)F 2-[3-[3-[1-[[3,5-bis(trifluoromethyl)benzoyl]amino]ethyl]pyrazin-2-yl]-1,2,4-triazol-1-yl]-N,N-dimethyl-thiazole-4-carboxamide